(2R,4S)-1-(9-bromo-1-(4-fluorophenyl)-8-methoxy-5,6-dihydroimidazo[5,1-a]isoquinoline-3-carbonyl)-4-hydroxy-2-methylpyrrolidine-2-carbonitrile BrC1=C(C=C2CCN3C(C2=C1)=C(N=C3C(=O)N3[C@](C[C@@H](C3)O)(C#N)C)C3=CC=C(C=C3)F)OC